N(=[N+]=[N-])CC1=CC(=C(C=C1)Cl)Cl 4-(azidomethyl)-1,2-dichlorobenzene